C(#N)C1(CC2CCC(C1)N2C(=O)OC(C)(C)C)O[Si](C)(C)C tert-Butyl 3-cyano-3-((trimethylsilyl)oxy)-8-azabicyclo[3.2.1]octane-8-carboxylate